methyl 4-(3-(4-chloro-2-(trifluoromethyl) phenyl)-2-nitropropyl)-3-hydroxybenzoate ClC1=CC(=C(C=C1)CC(CC1=C(C=C(C(=O)OC)C=C1)O)[N+](=O)[O-])C(F)(F)F